CC1=C(SC=C1)C(=O)NCC(NCC(F)(F)F)=O 3-methyl-N-[2-oxo-2-[(2,2,2-trifluoroethyl)amino]ethyl]-2-thiophenecarboxamide